4-(4-Chloro-6-((3-(triethoxysilyl)propyl)amino)-1,3,5-triazin-2-yl)-4-(2-(decanoyloxy)ethyl)morpholin-4-ium chlorid [Cl-].ClC1=NC(=NC(=N1)NCCC[Si](OCC)(OCC)OCC)[N+]1(CCOCC1)CCOC(CCCCCCCCC)=O